N-(4-{[6-(5-chloro-2-fluoro-phenyl)-3-(3-methanesulfonylpropoxy)pyridazin-4-yl]-amino}pyridin-2-yl)-3-(4-methylpiperazin-1-yl)propan-amide ClC=1C=CC(=C(C1)C1=CC(=C(N=N1)OCCCS(=O)(=O)C)NC1=CC(=NC=C1)NC(CCN1CCN(CC1)C)=O)F